6-[[4-(aminomethyl)phenyl]methoxy]-7H-purin-2-amine NCC1=CC=C(C=C1)COC1=C2NC=NC2=NC(=N1)N